3-methyl-4-{[1,2,4]triazolo[1,5-a]pyridin-7-yloxy}aniline CC=1C=C(N)C=CC1OC1=CC=2N(C=C1)N=CN2